C[C@@H]1N(C2=CC=CC=C2[C@@H](C1)NC1=CC=C(C=C1)NC(CC)=O)C(CC)=O N-(4-(((2S,4R)-2-methyl-1-propionyl-1,2,3,4-tetrahydroquinolin-4-yl)amino)phenyl)propioamide